COC1=CN=C2SC3=NC(=CN3C2=C1)C(=O)OC Methyl 11-methoxy-7-thia-2,5,9-triazatricyclo[6.4.0.02,6]dodeca-1(12),3,5,8,10-pentaene-4-carboxylate